(aminomethyl)furan hydrochloride Cl.NCC=1OC=CC1